C(C)(C)(C)OC(NC1=NC=NC(=C1)NC1=CC(=C2N(C1=O)C1(CCC3=CC=C(C=C13)Cl)NC2=O)Cl)=O N-[6-[(6',8-dichloro-1,5-dioxo-spiro[2H-imidazo[1,5-a]pyridine-3,1'-indan]-6-yl)amino]pyrimidin-4-yl]carbamic acid tert-butyl ester